3-(((3-((tert-Butyldimethylsilyl)oxy)propyl)amino)methyl)-4-(4-methylpiperazin-1-yl)aniline [Si](C)(C)(C(C)(C)C)OCCCNCC=1C=C(N)C=CC1N1CCN(CC1)C